5-carbamoylmethyl-uridine C(N)(=O)CC=1C(NC(N([C@H]2[C@H](O)[C@H](O)[C@@H](CO)O2)C1)=O)=O